ClC1=CC=C2C(=C(N(C2=C1C=1C(=NN2C1CCCC2)CO)C)C(=O)OCC)CCCOC2=CC(=C(C(=C2)SCC2=CC=C(C=C2)OC)C)Cl Ethyl 6-chloro-3-(3-(3-chloro-5-((4-methoxybenzyl) thio)-4-methylphenoxy) propyl)-7-(2-(hydroxymethyl)-4,5,6,7-tetrahydropyrazolo[1,5-a]pyridin-3-yl)-1-methyl-1H-indole-2-carboxylate